4-(4-(3-Benzyl-3-azabicyclo[3.2.1]octan-8-yl)phenyl)-7-(4-(trifluoromethyl)phenyl)-2-naphthoic acid C(C1=CC=CC=C1)N1CC2CCC(C1)C2C2=CC=C(C=C2)C2=CC(=CC1=CC(=CC=C21)C2=CC=C(C=C2)C(F)(F)F)C(=O)O